2-(2-methylpyrimidin-4-yl)-N-(tetrahydro-2H-pyran-4-yl)-1-((2-(trimethylsilyl)ethoxy)methyl)-1H-pyrrolo[3,2-c]Pyridin-6-amine CC1=NC=CC(=N1)C1=CC=2C=NC(=CC2N1COCC[Si](C)(C)C)NC1CCOCC1